C(CCCCCC)C1=CC=C(C=C1)CCC1=CC2=CC3=C(C=CC=C3C=C2C=C1)CCC1=CC=C(C=C1)CCCCCCC 2,8-bis(2-(4-n-heptylphenyl)ethyl)anthracene